N-[3-[2-(1,1-difluoroethyl)-6-methyl-pyrimidin-4-yl]-1-(oxetan-3-yl)pyrrolo[2,3-c]pyridin-5-yl]acetamide FC(C)(F)C1=NC(=CC(=N1)C1=CN(C2=CN=C(C=C21)NC(C)=O)C2COC2)C